P(=O)(O)(O)OC[C@@H]1[C@H]([C@H]([C@@H](O1)N1C(=O)NC(=O)C=C1C(=O)O)O)O.F[C@@H]1C[C@H](N(C1)C(CC1=CN=C2N1C=CC=C2)=O)C(=O)N[C@H](C2=CC=C(C=C2)C(C)C)C2=CC=CC=C2 (2S,4R)-4-fluoro-1-(2-{imidazo[1,2-a]pyridin-3-yl}acetyl)-N-[(S)-phenyl[4-(propan-2-yl)phenyl]methyl]pyrrolidine-2-carboxamide orotidine-5'-monophosphate